C(C1=CC=CC=C1)(=O)[O-].CC1=C(C=NC=C1C)[C@H]1[NH+](CCC1)C (2S)-2-(4,5-dimethylpyridin-3-yl)-1-methylpyrrolidin-1-ium benzoate